ClC=1C=C(C=CC1F)NC(=O)C1=C(N=CN1C)C1CC2CC(CC2C1)(C#CC1(CC(C1)C(C)(C)O)O)O N-(3-chloro-4-fluorophenyl)-4-(5-hydroxy-5-((1-hydroxy-3-(2-hydroxypropan-2-yl)cyclobutyl)ethynyl)octahydropentalen-2-yl)-1-methyl-1H-imidazole-5-carboxamide